CC1=C(C=C(C=C1)[N+](=O)[O-])S(=O)(=O)N[C@@H](C(F)(F)F)CC1=NC=CC=C1 2-methyl-5-nitro-N-[(1R)-2,2,2-trifluoro-1-(2-pyridylmethyl)ethyl]benzenesulfonamide